O1C(CCCC1)OCCCCCCOC1CCC(CC1)C(=O)OC1=CC=C(C(=O)OC2=C(C=CC=C2)C)C=C1 methylphenyl 4-((4-((6-((tetrahydro-2H-pyran-2-yl)oxy)hexyl)oxy)cyclohexane-1-carbonyl)oxy)benzoate